methoxyphenyl-3,1-benzoxazin-4-one COC1=CC=CC2=C1C(OC(=N2)C2=CC=CC=C2)=O